N-(2,6-dimethylpyrimidin-4-yl)-5-[4-[[(2R,4S)-1,4-dimethylpyrrolidin-2-yl]methoxy]-2-methyl-pyrazol-3-yl]pyrazolo[1,5-a]pyridin-2-amine CC1=NC(=CC(=N1)NC1=NN2C(C=C(C=C2)C=2N(N=CC2OC[C@@H]2N(C[C@H](C2)C)C)C)=C1)C